7-amino-2-isopropyl-1,8-naphthyridin-4(1H)-one NC1=CC=C2C(C=C(NC2=N1)C(C)C)=O